COC1=C(C=CC=C1)NC=1N=CC2=C(N1)N(C(C=C2C#C[Si](C(C)C)(C(C)C)C(C)C)=O)C2=CC=CC=C2 2-[(2-methoxyphenyl)amino]-8-phenyl-5-[2-(triisopropylsilyl)ethynyl]pyrido[2,3-d]pyrimidin-7-one